CC1=C(C(=O)N)C=C(C=C1)N1CC(C1)N1CCOCC1 2-methyl-5-(3-morpholinoazetidin-1-yl)benzamide